(S)-1-(4-(trifluoromethyl)phenyl)propan-1-amine FC(C1=CC=C(C=C1)[C@H](CC)N)(F)F